C1(=CCCCC1)C1=NC=CC=C1 2-(1-cyclohexenyl)pyridine